ClC=1C2=C(N=CN1)N(C=C2)[C@@H]2[C@@H]1[C@]([C@@H]3[C@H]2OC(O3)(C)C)(C1)C=O (3aR,3bS,4aS,5R,5aS)-5-(4-Chloro-7H-pyrrolo[2,3-d]pyrimidin-7-yl)-2,2-dimethyltetrahydrocyclopropa[3,4]cyclopenta[1,2-d][1,3]dioxole-3b(3aH)-carbaldehyde